tert-butyl (3S)-3-({8-carbamoyl-6-[(oxan-4-ylidene)methyl]pyrido[3,2-d]pyrimidin-4-yl}amino)piperidine-1-carboxylate C(N)(=O)C1=CC(=NC2=C1N=CN=C2N[C@@H]2CN(CCC2)C(=O)OC(C)(C)C)C=C2CCOCC2